N-(4-sulfo)butyl-imidazole S(=O)(=O)(O)CCCCN1C=NC=C1